FC=1C=C(C=C(C1C1(COC1)S(=O)(=O)C)F)O 3,5-difluoro-4-(3-methanesulfonyloxetan-3-yl)phenol